S(=O)(=O)(OCC)OCF ethyl (fluoromethyl) sulfate